FC=1C=2N(C=C(C1)C1=CNC=3N=C(N=CC31)N)C=CN2 5-(8-fluoroimidazo[1,2-a]pyridin-6-yl)-7H-pyrrolo[2,3-d]pyrimidin-2-amine